N1CC(C1)C1=CC=C(C=C1)N1N=C(C(=C1)C=1C(=C(C=CC1)NS(=O)(=O)CCC)F)C1=CC=NC=C1 N-(3-{1-[4-(azetidin-3-yl)phenyl]-3-(pyridin-4-yl)pyrazol-4-yl}-2-fluorophenyl)propane-1-sulfonamide